ClC=1C=CC(=C(C1)N1CON(CO1)C(C(=O)NC=1C=C2N=CC=NC2=CC1)CC1=CC=CC=C1)N1N=NN=C1 2-(4-(5-chloro-2-(1H-tetrazol-1-yl)phenyl)-2,5-dioxapiperazin-1-yl)-3-phenyl-N-(quinoxalin-6-yl)propanamide